C=CCC(CC=C)OC1=CC=C(C=C1)CCC(C)=O 4-(4-(hept-1,6-dien-4-yloxy)phenyl)butan-2-one